2-methyl-5-phenyl-1,3,4-thiadiazole CC=1SC(=NN1)C1=CC=CC=C1